C(C=C\C=C/C=C/C=C\C=C/C=C\CCCCCCCCC)(=O)O 4Z,7E,10Z,13Z,16E,19E-docosahexaenoic acid